(4-nitrophenyl) (6-phenyl-4,5,6,7-tetrahydro-1,3-benzothiazol-2-yl)methyl carbonate C(OC1=CC=C(C=C1)[N+](=O)[O-])(OCC=1SC2=C(N1)CCC(C2)C2=CC=CC=C2)=O